(13S,17S)-2-methoxy-13-methyl-17-((phenylsulfonyl) oxy)-7,8,9,11,12,13,14,15,16,17-decahydro-6H-cyclopenta[a]phenanthren-3-yl acetate C(C)(=O)OC=1C(=CC=2C3CC[C@@]4([C@H](CCC4C3CCC2C1)OS(=O)(=O)C1=CC=CC=C1)C)OC